(3-fluorophenyl)ethan-1-ol FC=1C=C(C=CC1)C(C)O